FC(C=1C(=NC(=NC1)NC=1C=C(C(=O)NC2CNCCC2)C=CC1)NCC1=CC=C(C=C1)F)(F)F 3-({5-trifluoromethyl-4-[(4-fluorobenzyl)amino]pyrimidin-2-yl}amino)-N-(piperidin-3-yl)benzamide